O[C@]1(C[C@@H]2[C@@]([C@H]3CC[C@]4([C@H]([C@@H]3CC2)CCCC[C@@H]4C(CN4N=C(N=N4)C)=O)C)(CCC1)C)C 1-((1S,5aS,5bR,7aR,9R,12aS,12bS,14aS)-9-hydroxy-9,12a,14a-trimethylicosahydrodicyclohepta[a,f]naphthalen-1-yl)-2-(5-methyl-2H-tetrazol-2-yl)ethanone